(4S)-4-[tert-butyl(diphenyl)silyl]oxy-1-(trideuteriomethyl)pyrrolidin-2-one [Si](C1=CC=CC=C1)(C1=CC=CC=C1)(C(C)(C)C)O[C@H]1CC(N(C1)C([2H])([2H])[2H])=O